CS(=O)(=O)CC(C1CCN(CC1)C(=O)OC(C)(C)C)S(=O)(=O)C 4-(methylsulfonylmethylmethylsulfonylmethyl)piperidine-1-carboxylic acid, tert-butyl ester